NC1=C(C(=O)OC)C=C(C=C1)OCCCC(=O)OC(C)(C)C methyl 2-amino-5-(4-(tert-butoxy)-4-oxobutoxy)benzoate